BrC1=C(C=CC=C1)C1=CN=C(N1)[C@H](CC=C)NC(OC(C)(C)C)=O (S)-tert-Butyl 1-(5-(2-bromophenyl)-1H-imidazol-2-yl)but-3-enylcarbamate